L-lysine-4,4,5,5-d N[C@@H](CC(C(CN)([2H])[2H])([2H])[2H])C(=O)O